N1C(=CC=2C=NC=CC21)C(=O)[NH-] 1H-pyrrolo[3,2-c]pyridine-2-carbonylamide